methyl-6-(4-(1-(4-cyclopropylphenyl)-3,3-dimethyl-2,3-dihydro-1H-pyrrolo[3,2-b]pyridine-5-carbonyl)-3,3-dimethylpiperazin-1-yl)-2,4-dimethylnicotinic acid CC=1C(=NC(=C(C(=O)O)C1C)C)N1CC(N(CC1)C(=O)C1=CC=C2C(=N1)C(CN2C2=CC=C(C=C2)C2CC2)(C)C)(C)C